NCC=1C=C(C=CC1)C=1C=C(C2=C(C(=C(O2)C)COC2=C(C=CC(=C2)OC)CC(=O)OCC)C1)C1CC1 ethyl 2-(2-((5-(3-(aminomethyl)phenyl)-7-cyclopropyl-2-methylbenzofuran-3-yl)methoxy)-4-methoxyphenyl)acetate